methyl-d3-magnesium bromide C([2H])([2H])([2H])[Mg]Br